C(CCCCCCCCCCCCCCCCCCCCCCCCCCCCCCCCCCCCCC)(=O)OCCCCCCCCCCCC lauryl nonatriacontanoate